1-(TERT-BUTYLDIMETHYLSILYL)-PYRROL-3-YLBORONIC ACID [Si](C)(C)(C(C)(C)C)N1C=C(C=C1)B(O)O